(R)-5-(2,3-bis(tert-butoxycarbonyl)guanidino)pentan C(C)(C)(C)OC(=O)N=C(NCCCCC)NC(=O)OC(C)(C)C